CC1=NC(=CC(=N1)C1=CN(C2=C1C(=NC=C2)C(F)(F)F)C[C@@H]2CNC(O2)=O)OC2CCC(CC2)C(F)(F)F (5S)-5-{[3-(2-methyl-6-{[(1r,4r)-4-(trifluoromethyl)cyclohexyl]-oxy}pyrimidin-4-yl)-4-(trifluoromethyl)-1H-pyrrolo[3,2-c]pyridin-1-yl]methyl}-1,3-oxazolidin-2-one